[Br-].C(CCCCCCCCCCC)C1=NC=CC2=CC=CC=C12 dodecyl-isoquinoline bromide